(4-(((((1S,4S)-4-((2-Methoxybenzamido)methyl)-4-phenylcyclohexyl)oxy)carbonyl)amino)butyl)triphenylphosphonium iodide [I-].COC1=C(C(=O)NCC2(CCC(CC2)OC(=O)NCCCC[P+](C2=CC=CC=C2)(C2=CC=CC=C2)C2=CC=CC=C2)C2=CC=CC=C2)C=CC=C1